(4-isopropylphenyl)methanol C(C)(C)C1=CC=C(C=C1)CO